[N+](=O)([O-])C1=CC=C(C=C1)C(CC(=O)OCC)=O Ethyl 3-(4-nitrophenyl)-3-oxopropionate